OC(C=1C=CC=C2C=CC(=CC12)O)C1=CC=C(C=C1)OC 8-(hydroxy(p-methoxyphenyl)methyl)naphthalene-2-ol